(2S,3S)-3-methylaziridine-2-carboxylic acid methyl ester COC(=O)[C@H]1N[C@H]1C